2-Ethyl-4-hydroxy-5-methyl-2H-furan-3-on C(C)C1OC(=C(C1=O)O)C